(R)-6-(3-(Acetamidomethyl)-3-methylazetidin-1-yl)-N-(2-(4-cyano-thiazolidin-3-yl)-2-oxoethyl)quinoline-4-carboxamide C(C)(=O)NCC1(CN(C1)C=1C=C2C(=CC=NC2=CC1)C(=O)NCC(=O)N1CSC[C@H]1C#N)C